5-Hydroxycytidine-5'-Triphosphate P(O)(=O)(OP(=O)(O)OP(=O)(O)O)OC[C@@H]1[C@H]([C@H]([C@@H](O1)N1C(=O)N=C(N)C(=C1)O)O)O